2-(6-(((1R,2S,5R)-8-(2-Hydroxyethyl)-8-azabicyclo[3.2.1]octan-2-yl)amino)pyridazin-3-yl)-3-methyl-5-(trifluoromethyl)phenol OCCN1[C@H]2[C@H](CC[C@@H]1CC2)NC2=CC=C(N=N2)C2=C(C=C(C=C2C)C(F)(F)F)O